N-(5-fluoropyridin-2-yl)-1-[1-(pyrrolidine-1-carbonyl)-1,2,3,4-tetrahydroquinolin-6-yl]cyclobutane-1-carboxamide FC=1C=CC(=NC1)NC(=O)C1(CCC1)C=1C=C2CCCN(C2=CC1)C(=O)N1CCCC1